C(CCC)NC1=CC(=C(C=C1)NC(CCOCCOCCNC(OC(C)(C)C)=O)=O)C(NC=1SC(=C(N1)C)C)=O tert-butyl (2-(2-(3-((4-(butylamino)-2-((4,5-dimethylthiazol-2-yl)carbamoyl)phenyl)amino)-3-oxopropoxy)ethoxy)ethyl)carbamate